(E)-1-(2,6,6-Trimethylcyclohexa-1,3-dien-1-yl)but-2-en-1-on CC1=C(C(CC=C1)(C)C)C(\C=C\C)=O